Nε-acetyl-L-lysine C(C)(=O)NCCCC[C@H](N)C(=O)O